C(C1=CC=CC=C1)C1=C(C=C(C=C1)C)CC1CCCCC1 1-benzyl-2-(cyclohexylmethyl)-4-methylbenzene